7-isopropoxy-2-(1-methyl-2-oxabicyclo[2.2.2]oct-4-yl)imidazo[1,2-a]pyrimidine-6-carboxylic acid C(C)(C)OC1=NC=2N(C=C1C(=O)O)C=C(N2)C21COC(CC2)(CC1)C